2-methoxy-5-(3-methyl-2-buten-1-yl)p-benzoquinone COC=1C(C=C(C(C1)=O)CC=C(C)C)=O